ON1C(N(C2=C1C=C(C=C2)S(=O)(=O)NC2(CC2)C)C)=O 3-hydroxy-1-methyl-N-(1-methylcyclopropyl)-2-oxo-2,3-dihydro-1H-benzo[d]imidazole-5-sulfonamide